(S)-1-(1-(2-((4-(4-acetylpiperazin-1-yl)-2-methoxyphenyl)amino)pyrimidin-4-yl)-1H-pyrazol-4-yl)-3-(1-(3-chlorophenyl)-2-hydroxyethyl)urea C(C)(=O)N1CCN(CC1)C1=CC(=C(C=C1)NC1=NC=CC(=N1)N1N=CC(=C1)NC(=O)N[C@H](CO)C1=CC(=CC=C1)Cl)OC